C(C)(C)(C)OC(=O)N1[C@H](CC(C1)C1=CC(=C2C(=NC=NN21)N)C#CC2=CC(=CC(=C2)OC)OC)COC (2R)-4-[4-amino-5-[2-(3,5-dimethoxyphenyl)ethynyl]pyrrolo[2,1-f][1,2,4]triazin-7-yl]-2-(methoxymethyl)pyrrolidine-1-carboxylic acid tert-butyl ester